N-[2-(2H-1,3-benzodioxol-5-yl)-1-methyl-ethyl]-N-methylacetamide O1COC2=C1C=CC(=C2)CC(C)N(C(C)=O)C